O[C@@H]1C[C@H](C1)C(=O)NC1=NC=NC(=C1)C=1C=NN2C1CCCC2 trans-3-hydroxy-N-(6-(4,5,6,7-tetrahydropyrazolo[1,5-a]pyridin-3-yl)pyrimidin-4-yl)cyclobutanecarboxamide